aluminum-silicon silver [Ag].[Si].[Al]